FC1(C2CN(CC12)C1=NC=C(C=N1)C(=O)NC=1C(=NC=CC1C1=C(C=CC(=C1)F)F)C1CCC(CC1)(F)F)F 2-(6,6-difluoro-3-azabicyclo[3.1.0]hexan-3-yl)-N-(2-(4,4-difluorocyclohexyl)-4-(2,5-difluorophenyl)pyridin-3-yl)pyrimidine-5-carboxamide